(R)-N-(2-(4-cyanothiazolidin-3-yl)-2-oxoethyl)-6-(1-methyl-1H-pyrazol-5-yl)-quinoline-4-carboxamide C(#N)[C@H]1N(CSC1)C(CNC(=O)C1=CC=NC2=CC=C(C=C12)C1=CC=NN1C)=O